C(C)(C)(C)OC(=O)N[C@H](C(=O)N1[C@@H]([C@H]2C([C@H]2C1)(C)C)C(=O)O)C1CCOCC1 (1R,2S,5S)-3-((S)-2-((tert-butoxycarbonyl)amino)-2-(tetrahydro-2H-pyran-4-yl)acetyl)-6,6-dimethyl-3-azabicyclo[3.1.0]hexane-2-carboxylic acid